5-chloro-N-((1r,3r,5s,6r)-3-(6-chloro-1H-indazol-4-yl)-3-hydroxy-bicyclo[3.1.0]hexane-6-yl)-1H-benzo[d]imidazole-2-carboxamide ClC1=CC2=C(NC(=N2)C(=O)NC2[C@H]3CC(C[C@@H]23)(O)C2=C3C=NNC3=CC(=C2)Cl)C=C1